Cl.ClCC=1NC(=CN1)C 2-(chloromethyl)-5-methyl-1H-imidazole-hydrochloride salt